ClC1=CC(=C(CN2CCC3(C(CCO3)O)CC2)C=C1Cl)O 8-(4,5-dichloro-2-hydroxybenzyl)-1-oxa-8-azaspiro[4.5]decan-4-ol